C(C1=CC=CC=C1)C1=CC=C(C=C1)C1=CC=C(C=C1)CC1=CC=CC=C1 4,4'-bis(benzyl)-1,1'-biphenyl